3-Amino-5'-(2-(difluoromethylene)cyclopropyl)-2H-[1,2'-bipyridin]-2-one NC=1C(N(C=CC1)C1=NC=C(C=C1)C1C(C1)=C(F)F)=O